ClCC(C[C@]1([C@H]2CC2CN1)C(=O)OC)=C |&1:4| methyl (1S,SR)-2-(2-(chloromethyl)allyl)-3-azabicyclo[3.1.0]hexane-2-carboxylate